COC1=CC=CC=2OC(OC21)CC(=O)C2=CC(=CC=C2)OC 2-(4-methoxybenzo[d][1,3]dioxol-2-yl)-1-(3-methoxyphenyl)ethan-1-one